OC=1C(=NC=C(C1)C1=CC(=CC=C1)COC1=CC=C(C=C1)OC(F)(F)F)C(=O)NCC(C(=O)O)(C)C 3-(3-hydroxy-5-(3-((4-(trifluoromethoxy)phenoxy)methyl)phenyl)picolinamido)-2,2-dimethylpropanoic acid